4,4'-(pyridine-3,5-diyl)dibenzoaldehyde N1=CC(=CC(=C1)C1=CC=C(C=O)C=C1)C1=CC=C(C=O)C=C1